4-[5-[(4-Benzyl-1-piperidinyl)sulfonyl]-2-methoxy-phenyl]piperazine-1-carboxylic acid tert-butyl ester C(C)(C)(C)OC(=O)N1CCN(CC1)C1=C(C=CC(=C1)S(=O)(=O)N1CCC(CC1)CC1=CC=CC=C1)OC